3-Hydroxy-4-[2-[[(3R)-1-(2-hydroxyethyl)-3-piperidyl]amino]-7-methoxy-oxazolo[4,5-b]pyridin-5-yl]-5-methyl-benzonitrile OC=1C=C(C#N)C=C(C1C1=CC(=C2C(=N1)N=C(O2)N[C@H]2CN(CCC2)CCO)OC)C